3-((4-chloropyrrolo[2,1-f][1,2,4]triazin-6-yl)methyl)-5,5-dimethylimidazolidine-2,4-dione ClC1=NC=NN2C1=CC(=C2)CN2C(NC(C2=O)(C)C)=O